CSCCC(C)=O 4-(methylthio)butan-2-one